2-(2-(7,8-Dimethyl-[1,2,4]triazolo[1,5-a]pyridin-6-yl)-3-isopropyl-1H-indol-5-yl)morpholin CC1=C(C=2N(C=C1C=1NC3=CC=C(C=C3C1C(C)C)C1CNCCO1)N=CN2)C